BrC=1C=C(C=C(C1O)Br)C(=O)C1=C(N=C2N1C=CC(=N2)C(F)(F)F)CC (3,5-dibromo-4-hydroxyphenyl)(2-ethyl-7-(trifluoromethyl)imidazo[1,2-a]pyrimidin-3-yl)methanone